1-benzyl-3-cyclopropyl-5-(4-(4,4,5,5-tetramethyl-1,3,2-dioxaborolan-2-yl)-5,6-dihydro-2H-pyran-2-yl)-4,5-dihydro-1H-pyrazole C(C1=CC=CC=C1)N1N=C(CC1C1OCCC(=C1)B1OC(C(O1)(C)C)(C)C)C1CC1